FC1=C(C(=CC=C1C=1N=CN(C1)C(CC)CC)O)N1CC(NS1(=O)=O)=O 5-(2-fluoro-6-hydroxy-3-(1-(pentan-3-yl)-1H-imidazol-4-yl)phenyl)-1,2,5-thiadiazolidin-3-one 1,1-dioxide